[N+](=O)([O-])C=1C=C2C(C(NC2=CC1)=O)=O 5-nitroindolin-2,3-dione